C(C)C1(CC2=CC=CC=C2C1)C1=CN=CN1 5-(2-ethyl-1,3-dihydroinden-2-yl)-1H-imidazole